O=C1NC(CCC1N1C(C2=CC=CC(=C2C1)CCNC(C(C1=CC=C(C=C1)C1(CC1)C(F)(F)F)=O)=O)=O)=O N-(2-(2-(2,6-dioxopiperidin-3-yl)-1-oxoisoindolin-4-yl)ethyl)-2-oxo-2-(4-(1-(trifluoromethyl)cyclopropyl)phenyl)acetamide